N-(4-(3,4-dichlorophenyl)piperidin-4-yl)-4-(trifluoromethoxy)benzenesulfonamide ClC=1C=C(C=CC1Cl)C1(CCNCC1)NS(=O)(=O)C1=CC=C(C=C1)OC(F)(F)F